C(C)(C)(C)C1N(CC1NC1=CC(=C(C=C1)C)C(=O)OC)C(=O)OC(C(F)F)C=1NC=CC1 2,2-difluoro-1-(1H-pyrrol-2-yl)ethan-1-ol tert-butyl-3-((3-(methoxycarbonyl)-4-methylphenyl)amino)azetidine-1-carboxylate